(RS-cis)-6-(7-carbamoyl-5-fluoro-2,3-dimethyl-1H-indol-4-yl)octahydro-1H-pyrrolo[3,4-b]pyridine-1-carboxylic acid tert-butyl ester C(C)(C)(C)OC(=O)N1[C@@H]2[C@H](CCC1)CN(C2)C2=C1C(=C(NC1=C(C=C2F)C(N)=O)C)C